C(C(C)C)C1=C2C=CC(NC2=CC=C1)=O 5-Isobutylquinolin-2(1H)-One